2-Amino-4-(butylamino)-6-(3-(piperazine-1-carbonyl)benzyl)pyridin NC1=NC(=CC(=C1)NCCCC)CC1=CC(=CC=C1)C(=O)N1CCNCC1